4,4''-dimethoxy-1,1':3',1''-terphenyl COC1=CC=C(C=C1)C1=CC(=CC=C1)C1=CC=C(C=C1)OC